F[C@@H]1[C@H]2CC[C@@H](C[C@@H]1N(C=1N=NC(=CC1)C1=CC=3C(NC=CC3S1)=O)C)N2C(=O)OC(C)(C)C tert-butyl (1R,2S,3S,5S)-2-fluoro-3-(methyl(6-(4-oxo-4,5-dihydrothieno[3,2-c]pyridin-2-yl)pyridazin-3-yl)amino)-8-azabicyclo[3.2.1]octane-8-carboxylate